C(CCCCCC)C([C@@]([C@@]1(C(=C(C(=O)O1)O)OC=1C(=NC=C(C1)C1=CC2=CN(N=C2C(=C1)OC)C)C=1N=NC(=CC1)N1C[C@@H](N[C@@H](C1)C)C)CCCCCCC)(O)CCCCCCC)(O)CCCCCCC 2-{6-[(3S,5R)-3,5-dimethylpiperazin-1-yl]pyridazin-3-yl}-5-(7-methoxy-2-methyl-2H-indazol-5-yl)pyridin-3-ol tetraheptyl-ascorbate